C(C)(C)(C)C1=CC=C(C=C1)S(=O)(=O)NC(OC1=CC=CC=C1)=O phenyl ((4-(tert-butyl)phenyl)sulfonyl)carbamate